CCCCCCCCCCCCC/C=C/[C@H]([C@H](CO[C@H]1[C@@H]([C@H]([C@@H]([C@H](O1)CO)O[C@H]2[C@@H]([C@H]([C@H]([C@H](O2)CO)O[C@@H]3[C@@H]([C@H]([C@H]([C@H](O3)CO)O)O[C@H]4[C@@H]([C@H]([C@H]([C@H](O4)CO)O)O)NC(=O)C)O)O)O)O)O)NC(=O)CCCCCCCCCCCCC/C=C\\CCCCCCCC)O The molecule is a glycotetraosylceramide in which a linear beta-D-GalNAc-(1->3)-alpha-D-Gal-(1->-4)-beta-D-Gal-(1->4)-beta-D-Glc tetrasaccharide unit is linked glycosidically to a (3R,4E)-3-hydroxy-2-(pentacosanoylamino)octadec-4-en-1-yl ceramide group. It is a glycotetraosylceramide and a N-acetyl-beta-D-galactosaminyl-(1->3)-alpha-D-galactosyl-(1->4)-beta-D-galactosyl-(1->4)-beta-D-glucosylceramide.